C(C)(C)(C)OC(=O)N1C2CC=C(CC1C2)C=2C=C1C(=C(NC1=CC2)C2=CC(=C(C=C2)OC)OC)C(C)C 3-(2-(3,4-Dimethoxyphenyl)-3-isopropyl-1H-indol-5-yl)-7-azabicyclo[4.1.1]oct-3-ene-7-carboxylic acid tert-butyl ester